Thymyl thiophene-2-carboxylate S1C(=CC=C1)C(=O)OC1=CC(C)=CC=C1C(C)C